(4-carbamoyl-1-(2-(3-fluoro-5-(trifluoromethyl)benzyl)pyridin-4-yl)-3-methyl-1H-pyrazol-5-yl)methyl dihydrogen phosphate P(=O)(OCC1=C(C(=NN1C1=CC(=NC=C1)CC1=CC(=CC(=C1)C(F)(F)F)F)C)C(N)=O)(O)O